C=1C=CC(C2=C3C=CC=CC3=NC12)(O)O carbazole-4,4-diol